OCCOC=1C=C(C=CC1)C(C)(C)C1=CC(=CC=C1)OCCO 2,2-bis-(3-β-hydroxyethoxyphenyl)propane